C(C)(C)(C)C=1C=C(C(=O)OCCCCCCCCCCCCCCCCCC)C=C(C1O)C(C)(C)C stearyl 3,5-di-tert-butyl-4-hydroxybenzoate